S1C=C(C=C1)CN 3-thiophenylmethylamine